COC=1C=C(C=CC1)C=1C=C2C(=NC1)NC(N2CC2OCCC2)=O 6-(3-methoxyphenyl)-1-(tetrahydrofuran-2-ylmethyl)-3H-imidazo[4,5-b]pyridin-2-one